C(C1=CC=CC=C1)(C1=CC=CC=C1)N1CC(C1)N1CC2=CC=NC=C2CC1 2-(1-benzhydryl-azetidin-3-yl)-1,2,3,4-tetrahydro-2,6-naphthyridine